pentaerythritol tetrakis(3-myristyl thiopropionate) C(CCCCCCCCCCCCC)CCC(=S)OCC(COC(CCCCCCCCCCCCCCCC)=S)(COC(CCCCCCCCCCCCCCCC)=S)COC(CCCCCCCCCCCCCCCC)=S